1-(2-ethyl)ferrocene CC[C-]1C=CC=C1.[CH-]1C=CC=C1.[Fe+2]